ClC=1C(=NC=C(C(=O)N(C)OC)C1)C(F)(F)F 5-chloro-N-methoxy-N-methyl-6-(trifluoromethyl)nicotinamide